1-isopropyl-3-(4-(6-oxo-1,4,5,6-tetrahydropyridazine-3-yl)phenyl)guanidine C(C)(C)NC(=N)NC1=CC=C(C=C1)C1=NNC(CC1)=O